methylglyoxal bisamidino hydrazone C(N)(=N)N(N=C(C=O)C)C(N)=N